CC(CC[C@@H](C(=O)O)N[C@H](C)C1=C2C=CN(C2=CC=C1)C)(C)C (2S)-5,5-dimethyl-2-{[(1R)-1-(1-methyl-1H-indol-4-yl)ethyl]amino}hexanoic acid